3,5-di-tert-butyl-benzenesulfonic acid C(C)(C)(C)C=1C=C(C=C(C1)C(C)(C)C)S(=O)(=O)O